CC(C(C)O)CC 3-methylpentane-2-ol